N(=[N+]=[N-])C1CC[C@H](OC1=O)[C@H](C)N(C(OCC1=CC=CC=C1)=O)CC1=CC=CC=C1 Benzyl ((1S)-1-((2S)-5-azido-6-oxotetrahydro-2H-pyran-2-yl)ethyl)(benzyl)carbamate